FC(S(=O)(=O)OCC1OS(OC1)(=O)=O)(F)F 4-trifluoromethylsulfonyloxymethyl-2,2-dioxo-1,3,2-dioxathiolane